(R)-1-(3-fluoro-5-methylpyridin-2-yl)-3-(oxetan-3-yl)-4-(4-(trifluoromethyl)benzyl)piperazine-2,5-dione FC=1C(=NC=C(C1)C)N1C([C@H](N(C(C1)=O)CC1=CC=C(C=C1)C(F)(F)F)C1COC1)=O